C1(CC1)C1=C(C(=NO1)C1=C(C=CC=C1Cl)Cl)CO[C@H]1[C@@H]2CN([C@H](C1)C2)C2=CC(=C(C(=O)NCCS(=O)(=O)C1CCOCC1)C=C2)F 4-[(1S,4S,5R)-5-{[5-cyclopropyl-3-(2,6-dichlorophenyl)-1,2-oxazol-4-yl]methoxy}-2-azabicyclo[2.2.1]heptan-2-yl]-2-fluoro-N-[2-(oxane-4-sulfonyl)ethyl]benzamide